1,5-dioxane-2-one O1C(CCOC1)=O